hydroxy-4'-chlorobenzophenone OC1=C(C(=O)C2=CC=C(C=C2)Cl)C=CC=C1